OC(C1CCNCC1)C1=CC=CC=C1 4-(hydroxy(phenyl)methyl)piperidine